(S)-N'-((7-bromotricyclo[6.2.0.03,6]deca-1,3(6),7-trien-2-yl)carbamoyl)-2,2-dimethyl-2,3-dihydropyrazolo[5,1-b]oxazole-7-sulfonimidamide BrC=1C=2CCC2C(=C2CCC12)NC(=O)N=[S@@](=O)(N)C=1C=NN2C1OC(C2)(C)C